CS(=O)(=O)C=1C=C(C=CC1)C(COC)NC(=O)NC1CC2(C1)CCC2 1-[1-(3-methanesulfonyl-phenyl)-2-methoxy-ethyl]-3-spiro[3.3]hept-2-yl-urea